C(CCCCCCCCCCCC=CCCCCCC)(=O)OCCCCCCCCCCCCCCCCCCCCCCCCCCCCCCCCCCCCC(=O)O 37-(eicos-13-enoyloxy)-heptatriacontanoic acid